3-methacryloxypropyl-tri(isopropenyloxy)silane C(C(=C)C)(=O)OCCC[Si](OC(=C)C)(OC(=C)C)OC(=C)C